dibenzyl 4-[(2R)-3-tert-butoxy-1-methoxy-1-oxopropan-2-yl]-1,4,7,10-tetraazacyclododecane-1,7-dicarboxylate C(C)(C)(C)OC[C@H](C(=O)OC)N1CCN(CCNCCN(CC1)C(=O)OCC1=CC=CC=C1)C(=O)OCC1=CC=CC=C1